C(C)C1=C(C=2N=C(NS(C2S1)(=O)=O)NC)C1C(CN(CC1)S(=O)(=O)C)C Racemic-6-ethyl-N-methyl-5-(3-methyl-1-methylsulfonyl-4-piperidyl)-1,1-dioxo-2H-thieno[3,2-e][1,2,4]thiadiazin-3-amine